Cl.ClC(C)C=1C=CC(=NC1)OC 5-(1-chloroethyl)-2-methoxypyridine hydrochloride